C(C)(C)(C)OC(=O)N1CCN(CC1)C1=CC(=C(C(=O)O)C=C1)F 4-(4-(tert-butyloxycarbonyl)piperazine-1-yl)-2-fluorobenzoic acid